O=C1NC(CCC1N1C(C2=CC=C(C=C2C1=O)NC1CC(C1)OCCCN(C(OCC1=CC=CC=C1)=O)C)=O)=O 1-Benzyl N-[3-[3-[[2-(2,6-dioxo-3-piperidyl)-1,3-dioxo-isoindolin-5-yl]amino]cyclobutoxy] propyl]-N-methyl-carbamate